1-(bicyclo[1.1.1]pentan-1-yl)-4-(((1R,5S,6s)-3-methyl-3-azabicyclo[3.1.0]hexan-6-yl)amino)-6-oxo-N-((R)-1-(3-(trifluoromethyl)phenyl)ethyl)-1,6-dihydropyridine-3-carboxamide C12(CC(C1)C2)N2C=C(C(=CC2=O)NC2[C@@H]1CN(C[C@H]21)C)C(=O)N[C@H](C)C2=CC(=CC=C2)C(F)(F)F